(E)-4-(3-fluoroazetidin-1-yl)-1-(4-(4-((3-methyl-4-((1-methyl-1H-benzo[d]imidazol-5-yl)oxy)phenyl)amino)pyrrolo[2,1-f][1,2,4]triazin-5-yl)piperidin-1-yl)but-2-en-1-one FC1CN(C1)C/C=C/C(=O)N1CCC(CC1)C=1C=CN2N=CN=C(C21)NC2=CC(=C(C=C2)OC2=CC1=C(N(C=N1)C)C=C2)C